2-(2-((2,2'-Dimethyl-[1,1'-biphenyl]-3-yl)methoxy)-7,8-dihydro-1,6-naphthyridin-6(5H)-yl)ethan-1-ol nickel copper salt [Cu].[Ni].CC1=C(C=CC=C1COC1=NC=2CCN(CC2C=C1)CCO)C1=C(C=CC=C1)C